N-[3-[2-(difluoromethoxy)-5-[3-[(2-morpholinoethylamino)methyl]phenoxy]phenyl]-1-methyl-pyrazol-4-yl]pyrazolo[1,5-a]pyrimidine-3-carboxamide FC(OC1=C(C=C(C=C1)OC1=CC(=CC=C1)CNCCN1CCOCC1)C1=NN(C=C1NC(=O)C=1C=NN2C1N=CC=C2)C)F